(3-bromo-2-methyl-phenyl)-methyl-phenyl-amine BrC=1C(=C(C=CC1)N(C1=CC=CC=C1)C)C